The molecule is a C-nitro compound that is benzaldehyde substituted at the para-position with a nitro group. It is a C-nitro compound and a member of benzaldehydes. C1=CC(=CC=C1C=O)[N+](=O)[O-]